C(=C)C1=C(C=CC=C1)C1=CC=CC=C1 1-2-vinylphenylbenzene